1-hydroxyethyl-1,8-diazabicyclo[5.4.0]undec-7-ene bromide salt [Br-].OC(C)C1N2CCCN=C2CCCC1